2-(2,4-Dioxo-8-(pyrrolo[1,2-c]pyrimidin-1-yl)-1,3,8-triazaspiro[4.5]decan-3-yl)-N-(4-methoxyphenyl)acetamide O=C1NC2(C(N1CC(=O)NC1=CC=C(C=C1)OC)=O)CCN(CC2)C2=NC=CC=1N2C=CC1